4-(2-(2-hydroxy-5-fluorophenyl)-2-(4-fluorophenyl)ethyl)-1-methylpyridine bromide [Br-].OC1=C(C=C(C=C1)F)C(CC1=CCN(C=C1)C)C1=CC=C(C=C1)F